The molecule is a quarternary ammonium salt whose basic unit comprises a decyltrimethylammonium cation and a bromide anion. It has a role as a surfactant. It is a quaternary ammonium salt and a bromide salt. It contains a decyltrimethylammonium ion. CCCCCCCCCC[N+](C)(C)C.[Br-]